(E)-4-(5-chloro-2-methylphenyl)-2,4,7-trimethylocta-2,6-dienal ClC=1C=CC(=C(C1)C(/C=C(/C=O)\C)(CC=C(C)C)C)C